NC1=C(SC2=NC(=CC(=C21)C)C)C(=O)NC2CC=1C=CC(=NC1CC2)N2CC1(CCCO1)C(C2)N 3-amino-N-(2-{9-amino-1-oxa-7-azaspiro[4.4]nonan-7-yl}-5,6,7,8-tetrahydroquinolin-6-yl)-4,6-dimethylthieno[2,3-b]pyridine-2-carboxamide